5-(p-Isocyanatobenzyl)-2-methyl-m-phenylene diisocyanate N(=C=O)C1=CC=C(CC=2C=C(C(=C(C2)N=C=O)C)N=C=O)C=C1